The molecule is a monocarboxylic acid anion that is the conjugate base of tolmetin, obtained by deprotonation of the carboxy group. It is a conjugate base of a tolmetin. CC1=CC=C(C=C1)C(=O)C2=CC=C(N2C)CC(=O)[O-]